tert-butyl (3S*,4R*)-3-amino-4-(3,4-dichlorophenyl)pyrrolidine-1-carboxylate N[C@@H]1CN(C[C@H]1C1=CC(=C(C=C1)Cl)Cl)C(=O)OC(C)(C)C |o1:1,5|